3-bromo-N-cyclohexylbutyramide BrC(CC(=O)NC1CCCCC1)C